monomethyl bicyclo[2.2.2]octanedicarboxylate C12(C(CC(CC1)CC2)C(=O)[O-])C(=O)OC